2-(3-((trimethylsilyl)ethynyl)phenoxy)acetonitrile C[Si](C)(C)C#CC=1C=C(OCC#N)C=CC1